methyl (1S,4R)-4-(2-(((2S,4R)-4-hydroxypyrrolidine-2-carboxamido)methyl)-5-(4-methylthiazol-5-yl)phenoxy)cyclohexane-1-carboxylate hydrochloride Cl.O[C@@H]1C[C@H](NC1)C(=O)NCC1=C(OC2CCC(CC2)C(=O)OC)C=C(C=C1)C1=C(N=CS1)C